N-((1s,3s)-3-(5,7-difluoro-2-(4-fluorophenyl)-1H-indol-3-yl)cyclobutyl)propane-1-sulfonamide FC=1C=C2C(=C(NC2=C(C1)F)C1=CC=C(C=C1)F)C1CC(C1)NS(=O)(=O)CCC